tert-butyl 4-(5-(2,8-dimethylimidazo[1,2-b]pyridazin-6-yl)-6-methoxy-2H-indazol-2-yl)piperidine-1-carboxylate CC=1N=C2N(N=C(C=C2C)C2=CC3=CN(N=C3C=C2OC)C2CCN(CC2)C(=O)OC(C)(C)C)C1